ClC1=CC(=C(C=N1)C#CC=1C=NN(C1)C(CC)N(C)C)F (4-((6-chloro-4-fluoropyridin-3-yl)ethynyl)-1H-pyrazol-1-yl)-N,N-dimethylpropan-1-amine